COC=1C(=C(C(=CC1)C)NC(=O)C1=CN=C(S1)NC1=NN(C=C1C(=O)OCC)C)C Ethyl 3-[[5-[(3-methoxy-2,6-dimethyl-phenyl)carbamoyl]thiazol-2-yl]amino]-1-methyl-pyrazole-4-carboxylate